isopropyl (3-(5-((4-(N-(tert-butoxycarbonyl)sulfamoyl)phenyl)amino)pyrazin-2-yl)cyclopentyl)carbamate C(C)(C)(C)OC(=O)NS(=O)(=O)C1=CC=C(C=C1)NC=1N=CC(=NC1)C1CC(CC1)NC(OC(C)C)=O